C(C)(C)(C)OC(C1=CC=C(C=C1)NC([C@H](CC1=CC=CC=C1)N1N=C(C(=CC1=O)C1=C(C=CC(=C1)Cl)C(C)=O)O)=O)=O (S)-4-(2-(4-(2-acetyl-5-chlorophenyl)-3-hydroxy-6-oxopyridazin-1(6H)-yl)-3-phenylpropionamido)benzoic acid tert-butyl ester